FC(C1=C(C#N)C(=CC(=C1)CC(C)C)N1CC(N(CC1)CC=1N=NC=CC1)C)F 2-(difluoromethyl)-4-isobutyl-6-(3-methyl-4-(pyridazin-3-ylmethyl)piperazin-1-yl)benzonitrile